glutamyl-S-allylthiocysteine N[C@@H](CCC(=O)O)C(=O)N[C@@H](CS)C(=SCC=C)O